NC1=NC=C(N1)C(=O)OCC ethyl 2-amino-3H-imidazole-4-carboxylate